N1CCNCCCC1 1,4-diazacyclooctane